O1CCC(CC1)OC1=CC=C(C=N1)C#N 6-((tetrahydro-2H-pyran-4-yl)oxy)-3-cyanopyridine